C(CNC(OC)=O)NC(OC1CCCCC1)=O cyclohexyl methyl ethane-1,2-diyldicarbamate